(3-(4-fluoropiperidin-1-yl)propyl)-6-methoxy-2-(4-(methylcarbamoyl)phenyl)benzo[d]imidazo[2,1-b]thiazole-7-carboxamide FC1CCN(CC1)CCCC1=C(N=C2SC3=C(N21)C=C(C(=C3)C(=O)N)OC)C3=CC=C(C=C3)C(NC)=O